6-(1-(6-(2-fluorophenyl)-1H-imidazo[4,5-b]pyrazin-1-yl)ethyl)-7-methylquinoline FC1=C(C=CC=C1)C1=CN=C2C(=N1)N(C=N2)C(C)C=2C=C1C=CC=NC1=CC2C